C1(CC1)S(=O)(=O)NC1=NC=CC(=N1)C(C(=O)NC1=C(C=C(C(=C1)C)C1=NC(=CN=C1)OCC)C)(C)C 2-(2-(cyclopropanesulfonylamino)pyrimidin-4-yl)-N-(4-(6-ethoxypyrazin-2-yl)-2,5-dimethylphenyl)-2-methylpropanamide